O=C1N(C(C2=CC=CC=C12)=O)CC(C(=O)O)C1=CC=C(C=C1)C 3-(1,3-Dioxoisoindolin-2-yl)-2-(p-tolyl)propionic acid